Tert-butyl ((2S,4R)-1-acetyl-2-methyl-6-(1-methyl-1H-pyrazol-3-yl)-1,2,3,4-tetrahydroquinolin-4-yl)carbamate C(C)(=O)N1[C@H](C[C@H](C2=CC(=CC=C12)C1=NN(C=C1)C)NC(OC(C)(C)C)=O)C